3-{3-[(1S)-1-amino-2,3-dihydro-1H-inden-5-yl]-5-ethylimidazo[4,5-b]pyridin-2-yl}pyridin-2-amine N[C@H]1CCC2=CC(=CC=C12)N1C(=NC=2C1=NC(=CC2)CC)C=2C(=NC=CC2)N